NC=1C2=C(N=CN1)N(C(=C2C2=CC(=C(C=C2)OC2=NC=CC(=N2)C)F)C2=C(C=C(C=C2)NC(C=C)=O)C)C N-(4-(4-amino-5-(3-fluoro-4-((4-methylpyrimidin-2-yl)oxy)phenyl)-7-methyl-7H-pyrrolo[2,3-d]pyrimidin-6-yl)-3-methylphenyl)acrylamide